C(C1=CC=CC=C1)OC1=CC=CC(=N1)[C@]12CCN(C[C@@H]2C1)CC1=NC2=C(N1C[C@H]1OCC1)C=C(C=C2)C(=O)O 2-(((1R,6S)-6-(6-(benzyloxy)pyridin-2-yl)-3-azabicyclo[4.1.0]hept-3-yl)methyl)-1-((S)-oxetan-2-ylmethyl)-1H-benzo[d]imidazole-6-carboxylic acid